C(C)OC(=O)C=1C(=C(N2C=CC=C2C1)C(C)OC1=CC=C(C=C1)N)C 5-(1-(4-aminophenyloxy)ethyl)-6-methyl-indolizine-7-carboxylic acid ethyl ester